ClC1=C(C=CC=C1)[C@@H]([C@H](C)C=1N(C(C(=C(N1)C(=O)NC=1C=NOC1)O)=O)C)C1=NC=C(N=C1)C 2-((1R,2S)-1-(2-chlorophenyl)-1-(5-methylpyrazin-2-yl)propan-2-yl)-5-hydroxy-N-(isoxazol-4-yl)-1-methyl-6-oxo-1,6-dihydropyrimidine-4-carboxamide